C1(CC1)N1N=CC(=C1)NC1=NC=C(C(=N1)C1=CC(=C(C(=O)O)C=C1)F)C(F)F 4-(2-((1-Cyclopropyl-1H-pyrazol-4-yl)amino)-5-(difluoromethyl)pyrimidin-4-yl)-2-fluorobenzoic Acid